COC=1N=C2C(=CC=NC2=CC1OC)OC1=CC=C(C=C1)NC(=O)C=1C(N(C=C(C1C)F)C1=CC=C(C=C1)F)=O N-[4-[(6,7-dimethoxy-1,5-naphthyridin-4-yl)oxy]phenyl]-5-fluoro-1-(4-fluorophenyl)-4-methyl-2-oxopyridine-3-carboxamide